diethyl (3-(methylamino)propyl)phosphonate CNCCCP(OCC)(OCC)=O